BrC=1C=NN2C1OC[C@@H](C2)NC(OC(C)(C)C)=O tert-butyl (R)-(3-bromo-6,7-dihydro-5H-pyrazolo-[5,1-b][1,3]oxazin-6-yl)carbamate